C[C@]1(CCC[C@@]2([C@@H]1[C@@H]([C@]34[C@H]2CC[C@](C3)(C(=C)C4)O)C(=O)O)CO)C(=O)O The molecule is a dicarboxylic acid and a C20-gibberellin. It is a conjugate acid of a gibberellin A44 (2-) (diacid form).